CCOCCOCCOCCOCCC 3,6,9,12-tetraoxapentadecan